N-lauryl-N,N',N'-tris(2-hydroxyethyl)-1,3-diaminopropane C(CCCCCCCCCCC)N(CCCN(CCO)CCO)CCO